FC1=NC=CC2=C1C[C@@H]1CC[C@H]2N1C(=O)NC1=CC=C(C=C1)C1=C(N=CO1)C (5R,8S)-1-fluoro-N-(4-(4-methyloxazol-5-yl)phenyl)-6,7,8,9-tetrahydro-5H-5,8-epiminocyclohepta[c]pyridine-10-carboxamide